tert-butyl 3-bromo-4-(tert-butyldimethylsilyloxy)-1H-indole-1-carboxylate BrC1=CN(C2=CC=CC(=C12)O[Si](C)(C)C(C)(C)C)C(=O)OC(C)(C)C